phenethylmethyl-diacetoxysilane C(CC1=CC=CC=C1)C[SiH](OC(C)=O)OC(C)=O